FC(C(CCC)=O)(F)F trifluoro-2-pentanone